1-[3-(4-Bromo-2-methyl-2H-pyrazol-3-yl)-4-isopropoxy-phenyl]-3-(4-fluoro-phenyl)-urea BrC1=C(N(N=C1)C)C=1C=C(C=CC1OC(C)C)NC(=O)NC1=CC=C(C=C1)F